Rhenium tungsten disulfide [W](=S)=S.[Re]